5-(4-amino-2-(3-(benzyloxy)propyl)-1-methyl-1H-imidazo[4,5-c]pyridin-6-yl)thiophen-2-yl-N,N-dimethylbenzamide NC1=NC(=CC2=C1N=C(N2C)CCCOCC2=CC=CC=C2)C2=CC=C(S2)C2=C(C(=O)N(C)C)C=CC=C2